3-(3-amino-2-fluorobenzyl)-4-methyl-7-(pyrimidin-2-yloxy)-3,4-dihydro-2H-benzo[e][1,3]oxazin-2-one NC=1C(=C(CN2C(OC3=C(C2C)C=CC(=C3)OC3=NC=CC=N3)=O)C=CC1)F